N-(3-chloro-5-methylbenzyl)-2-(3,6-dimethoxypyrazin-2-yl)ethan-1-amine Trifluoroacetate FC(C(=O)O)(F)F.ClC=1C=C(CNCCC2=NC(=CN=C2OC)OC)C=C(C1)C